N-(5-((2R,5S)-2,5-dimethylpiperazin-1-yl)pyridin-2-yl)benzamide C[C@H]1N(C[C@@H](NC1)C)C=1C=CC(=NC1)NC(C1=CC=CC=C1)=O